COC1=C(C(=CC=C1)C(F)(F)F)C#CC1CN(C1)C(=O)OC(C)(C)C tert-Butyl 3-[2-[2-methoxy-6-(trifluoromethyl)phenyl]ethynyl]azetidine-1-carboxylate